C(C(=O)[O-])(=O)[O-].[Ce+3].C(C(=O)[O-])(=O)[O-].C(C(=O)[O-])(=O)[O-].[Ce+3] Cerium(III) oxalate